2,5-diisopropyl-pyrrole C(C)(C)C=1NC(=CC1)C(C)C